ClC=1C=CC=C2C=C(NC12)C(=O)N1[C@@H]2CC([C@H]([C@@H]1C(=O)N[C@@H](C[C@H]1C(NCC1)=O)\C=C(/S(=O)(=O)C)\F)CC2)(F)F (1S,3R,4S)-2-(7-chloro-1H-indole-2-carbonyl)-5,5-difluoro-N-((S,Z)-4-fluoro-4-(methylsulfonyl)-1-((S)-2-oxopyrrolidin-3-yl)but-3-en-2-yl)-2-azabicyclo[2.2.2]octane-3-carboxamide